1-(2-fluoro-3-methoxy-6-(1H-tetrazol-1-yl)phenyl)ethan FC1=C(C(=CC=C1OC)N1N=NN=C1)CC